N2,N2-bis[(4-methoxyphenyl)methyl]-3-nitro-pyridine-2,4-diamine COC1=CC=C(C=C1)CN(C1=NC=CC(=C1[N+](=O)[O-])N)CC1=CC=C(C=C1)OC